1,2-di-(9Z,12Z-heptadecadienoyl)-sn-glycero-3-phospho-(1'-sn-glycerol) CCCC/C=C\C/C=C\CCCCCCCC(=O)OC[C@H](COP(=O)(O)OC[C@H](CO)O)OC(=O)CCCCCCC/C=C\C/C=C\CCCC